imidazo[1,5-a]pyridin-7-ylboronic acid C=1N=CN2C1C=C(C=C2)B(O)O